N-methyl-N'-({4-[5-(trifluoromethyl)-1,2,4-oxadiazol-3-yl]phenyl}methyl)urea CNC(=O)NCC1=CC=C(C=C1)C1=NOC(=N1)C(F)(F)F